8-octylphenyl-phenol CCCCCCCCC=1C(=C(C=CC1)O)C1=CC=CC=C1